N-methylsulfonyl-6-[2-(3-pyridinyl)thiazol-5-yl]tetrahydrobenzodiazepine-2-Carboxamide CS(=O)(=O)NC(=O)N1NC2=C(CCC1)C(=CC=C2)C2=CN=C(S2)C=2C=NC=CC2